NC=1N=CC=C2C(=CN=CC12)NC(C(=O)N1[C@H](CC[C@@H](C1)C)C=1C=CC2=C(N=C(S2)C2CC(N(C(C2)(C)C)C)(C)C)C1)=O N-(8-amino-2,7-naphthyridin-4-yl)-2-((2R,5S)-5-methyl-2-(2-(1,2,2,6,6-pentamethylpiperidin-4-yl)benzo[d]thiazol-5-yl)piperidin-1-yl)-2-oxoacetamide